N,N'-di-tert-butylhexanediamine C(C)(C)(C)NC(CCCCC)NC(C)(C)C